BrC=1C(N(C(=CC1OCC1=NC=NC=C1F)C)C1=CC(=NC=C1C)C1=NC(=NC=C1C)C(C)(C)O)=O (P)-3-bromo-4-((5-fluoropyrimidin-4-yl)methoxy)-2'-(2-(2-hydroxypropan-2-yl)-5-methylpyrimidin-4-yl)-5',6-dimethyl-2H-[1,4'-bipyridin]-2-one